C(C)(=O)N1CC2=C(N=C(N=C2)N2CCN(C3(C2)CCN(C(CC3)=O)CC(=O)OCC)C)CC1 ethyl 2-(4-(6-acetyl-5,6,7,8-tetrahydropyrido[4,3-d]pyrimidin-2-yl)-1-methyl-10-oxo-1,4,9-triazaspiro[5.6]dodecan-9-yl)acetate